4-(1-methyl-4-(4-(trifluoromethyl)phenyl)pyrrolidin-2-yl)benzoic acid CN1C(CC(C1)C1=CC=C(C=C1)C(F)(F)F)C1=CC=C(C(=O)O)C=C1